ClC1=CC(=C2C(C(=CN(C2=N1)C1=NC(=NS1)OC)C(=O)OCC)=O)C ethyl 7-chloro-1-(3-methoxy-1,2,4-thiadiazol-5-yl)-5-methyl-4-oxo-1,4-dihydro-1,8-naphthyridine-3-carboxylate